BrC=1C(=CC(NC1)=O)C 5-bromo-4-methyl-2(1H)pyridinone